FC1=CC=C(C=C1)/C(=C/COC1=CC(=C(OCC(=O)OC)C=C1)C)/C1=CC=C(C=C1)C#CCN1CCOCC1 methyl (E)-2-(4-((3-(4-fluorophenyl)-3-(4-(3-morpholinoprop-1-yn-1-yl)phenyl)allyl)oxy)-2-methylphenoxy)acetate